C(C(C)(C)C)(=O)OC1CN(CC=C1)C1CC(CCC1)C 1-(3-methylcyclohexyl)-1,2,3,6-tetrahydropyridin-3-yl pivalate